(E)-2,4-dihydro-1,2,4-triazole-5-thione N1NCNC1=S